1-(4-bromo-3-fluoro-1-{[2-(trimethylsilyl)ethoxy]methyl}pyrrol-2-yl)ethanone BrC=1C(=C(N(C1)COCC[Si](C)(C)C)C(C)=O)F